[K+].C(#N)C(C(=O)[NH-])=NO 2-cyano-2-hydroxyiminoacetamide potassium salt